2-((3-(1-(pyridin-3-ylmethyl)-1H-pyrazol-3-yl)-[1,1'-biphenyl]-4-yl)amino)acetonitrile N1=CC(=CC=C1)CN1N=C(C=C1)C=1C=C(C=CC1NCC#N)C1=CC=CC=C1